ClC1=NC=CC2=C1C(=NN2)C2CC2 4-chloro-3-cyclopropyl-1H-pyrazolo[4,3-c]Pyridine